C(C)(C)(C)C1=CC=2C=CC=CC2C=2C3=C(OC21)C(=CC=C3)I 6-tert-butyl-8-iodobenzo[b]naphtho[1,2-d]furan